O1COCCCC1 1,3-dioxepan